Methyl 2-(((tert-butoxycarbonyl)amino)methyl)-5-chloro-6-((2-(trimethylsilyl)ethoxy)methoxy)benzofuran-7-carboxylate C(C)(C)(C)OC(=O)NCC=1OC2=C(C1)C=C(C(=C2C(=O)OC)OCOCC[Si](C)(C)C)Cl